C1CNCCC12CCC(CC2)CN(C)CC2(CCC(CC2)C2N=C1C=C(C(=CC1=C2)NC(=O)C2=NC(=CC=C2)C(F)(F)F)OC)O N-(2-((1S,4S)-4-((((3-azaspiro[5.5]undec-9-yl)methyl)(methyl)amino)methyl)-4-Hydroxycyclohexyl)-6-methoxy-2H-indol-5-yl)-6-(trifluoromethyl)pyridinecarboxamide